Cl.C(C=C)N Allylamine hydrogen chloride